1-(6-((4-(5-(1H-imidazol-1-yl)pyridin-3-yl)-1H-1,2,3-triazol-1-yl)methyl)-1H-indole-2-yl)-N-(cyclobutylmethyl)methylamine N1(C=NC=C1)C=1C=C(C=NC1)C=1N=NN(C1)CC1=CC=C2C=C(NC2=C1)CNCC1CCC1